tert-Butyl 6-((2-(2-(((benzyloxy)carbonyl)amino)ethoxy)benzyl)oxy)-2-azaspiro[3.3]heptane-2-carboxylate C(C1=CC=CC=C1)OC(=O)NCCOC1=C(COC2CC3(CN(C3)C(=O)OC(C)(C)C)C2)C=CC=C1